C(#C)C1=CC=C(S1)C(=O)O 5-ethynyl-thiophene-2-carboxylic acid